C1(CC1)NS(=NS(=O)(=O)C1=CC=C(C=C1)[N+](=O)[O-])(=NC(C)(CC(C)(C)C)C)C1=CC=C(C=C1)F N-((Cyclopropylamino)(4-fluorophenyl)((2,4,4-trimethylpentan-2-yl)imino)-λ6-sulfaneylidene)-4-nitrobenzenesulfonamide